3-(2-Methoxy-ethoxy)-6,6-dimethyl-8-((2R,3R)-2,3,4-trihydroxy-butoxy)-6H-benzo[b]naphtho[2,3-d]furan-11-one COCCOC=1C=CC2=C(OC3=C2C(C2=CC=C(C=C2C3(C)C)OC[C@H]([C@@H](CO)O)O)=O)C1